6-morpholinoimidazo[1,2-a]pyridine-2-carboxamide O1CCN(CC1)C=1C=CC=2N(C1)C=C(N2)C(=O)N